NC=1C(N(C=CC1)C=1N=NC(=CC1)OC)=O 3-amino-1-(6-methoxypyridazin-3-yl)pyridin-2(1H)-one